ClC1=C(C(=CC=C1Cl)F)[C@]1(CNCC1)NC=1C(=C2C(N(C=NC2=CC1)C(C)C)=O)C 6-[(R)-3-(2,3-dichloro-6-fluorophenyl)-3-pyrrolidinylamino]-3-isopropyl-5-methyl-4(3H)-quinazolinone